N-[3-({[(1R,2R,3S,4R)-4-[5-(4-benzylthiophen-2-yl)pyrrolo[2,3-d]pyrimidin-7-yl]-2,3-dihydroxycyclopentyl]methyl}amino)propyl]-N-[2-(4-fluorophenyl)ethyl]carbamate C(C1=CC=CC=C1)C=1C=C(SC1)C1=CN(C=2N=CN=CC21)[C@H]2[C@@H]([C@@H]([C@H](C2)CNCCCN(C([O-])=O)CCC2=CC=C(C=C2)F)O)O